C(C)(C)(C)N1CC2=NNC=C2C1=O 5-(tert-butyl)-5,6-dihydropyrrolo[3,4-c]pyrazol-4(2H)-one